C(C)NC1=NC(=NC(=N1)N)N ethyl-1,3,5-triazine-2,4,6-triamine